NCCCC(=O)NC=1N=C(N(C1)C)C(=O)NCCC(=O)NC=1C=C(N(C1)C)C(=O)NC=1N=C(N(C1)C)C(=O)NCCC(=O)OCC ethyl 3-({4-[4-(3-{[4-(4-aminobutanamido)-1-methylimidazol-2-yl]formamido}propanamido)-1-methylpyrrole-2-amido]-1-methylimidazol-2-yl}formamido)propanoate